FC1=C(C=CC=C1)C(CCC[C@@H](C)[C@H]1CC[C@H]2[C@@H]3CC[C@H]4C[C@H](CC[C@]4(C)[C@H]3CC[C@]12C)O)O 24-[(2-fluorophenyl)(hydroxy)methyl]-5α-cholan-3β-ol